tert-butyl (R)-3-amino-3-(2,3-dichloro-6-fluorophenyl)-1-pyrrolidinecarboxylate N[C@@]1(CN(CC1)C(=O)OC(C)(C)C)C1=C(C(=CC=C1F)Cl)Cl